((2-(difluoromethoxy)pyridin-4-yl)methoxy)-3',6'-dihydro-[2,4'-bipyridine]-1'(2'H)-carboxylic acid tert-butyl ester C(C)(C)(C)OC(=O)N1CCC(=CC1)C1=NC=CC=C1OCC1=CC(=NC=C1)OC(F)F